CC(C)(C)OC(=O)N1CC[C@H](C1)O (R)-N-Boc-3-pyrrolidinol